C(CCCCCCCCCCC)C(=S)SC(C(=O)O)C 2-[(dodecylthiocarbonyl)sulfanyl]propanoic acid